FC(C1=CC=C(C(=N1)C)N1CCNCC1)F (6-(difluoromethyl)-2-methylpyridin-3-yl)piperazine